{(8-benzyl-1,4,8-triazacycloundecane-1,4-diyl)bis[methylene(2-hydroxy-5-methyl-3,1-phenylene)methyleneazanediylmethylene]}bis(phosphonic acid) C(C1=CC=CC=C1)N1CCCN(CCN(CCC1)CC=1C(=C(C=C(C1)C)CNCP(O)(O)=O)O)CC=1C(=C(C=C(C1)C)CNCP(O)(O)=O)O